FC(C1=C(C=C2CCCN(C2=C1)C1=NN(C2=C1CN(CC2)C(C)=O)C2CCOCC2)C=C)F 1-(3-(7-(difluoromethyl)-6-vinyl-3,4-dihydroquinolin-1(2H)-yl)-1-(tetrahydro-2H-pyran-4-yl)-1,4,6,7-tetrahydro-5H-pyrazolo[4,3-c]pyridin-5-yl)ethan-1-one